Tert-butyl 6-cyclohexyl-2-azaspiro[3.3]heptane-2-carboxylate C1(CCCCC1)C1CC2(CN(C2)C(=O)OC(C)(C)C)C1